2-methyl-N1,N3-disec-butyl-cyclohexane-1,3-diamine CC1C(CCCC1NC(C)CC)NC(C)CC